NC(C(=O)O)C[Se]CCNCCC(=O)OCC1=CC=CC=C1 2-amino-3-((2-((3-(benzyloxy)-3-oxopropyl)amino)ethyl)seleno)propionic acid